(S)-4-{1-[6-methyl-4-(trifluoromethyl)pyridin-2-yl]-5-oxopyrrolidin-2-carbonyl}piperazine-1-carboxylic acid benzyl ester C(C1=CC=CC=C1)OC(=O)N1CCN(CC1)C(=O)[C@H]1N(C(CC1)=O)C1=NC(=CC(=C1)C(F)(F)F)C